C(C)N1N=C(C(=C1)C1=NC(=NC=C1)NC1=CC=C2CCN(CC2=C1)CC)C=1C=NC=CC1 2-(7-((4-(1-Ethyl-3-(pyridin-3-yl)-1H-pyrazol-4-yl)pyrimidin-2-yl)amino)-3,4-dihydroisochinolin-2(1H)-yl)ethan